[Na+].[Na+].O[B-]1([C@@H]2C[C@@H]2C2=CC=C(C(=C2C1)C(=O)O)OC1CN(C1)CC1=NNC=N1)O.O[B-]1([C@@H]2C[C@@H]2C2=CC=C(C(=C2C1)C(=O)O)OC1CN(C1)CC1=NNC=N1)O (2S,4R)-5,5-dihydroxy-9-{1-[(1H-1,2,4-triazol-3-yl)methyl]azetidin-3-yl}oxy-5-boranuidatricyclo[5.4.0.02,4]undeca-1(11),7,9-triene-8-carboxylic acid disodium salt